ClC1=CC=C(N=N1)N1C[C@@H](CC1)N(C(OC(C)(C)C)=O)CC1CC1 tert-butyl N-[(3R)-1-(6-chloropyridazin-3-yl)pyrrolidin-3-yl]-N-(cyclopropylmethyl)carbamate